CC1COC2=C(C(N1C1=C(C=C(C=C1)C1=NC3=CC=C(C=C3C=N1)C(F)(F)F)C)=O)NN=C2 6-methyl-7-(2-methyl-4-(6-(trifluoromethyl)quinazolin-2-yl)phenyl)-6,7-dihydro-1H-pyrazolo[3,4-f][1,4]oxazepin-8(5H)-one